NC1=CC=CC(=N1)O[C@@H]1[C@@H](CCC1)O (1R,2S)-2-((6-aminopyridin-2-yl)oxy)cyclopentan-1-ol